1,1,1-trichloro-3,3,3-trifluoropropane ClC(CC(F)(F)F)(Cl)Cl